Dimethyl 2-Tosyl-1,7,8,8a-tetrahydro-2H-4a,7-epoxyisoquinoline-4,5-dicarboxylate S(=O)(=O)(C1=CC=C(C)C=C1)N1CC2CC3C=C(C2(C(=C1)C(=O)OC)O3)C(=O)OC